ClC1=C(C(=CC=C1)Cl)C1(CN(C1)C1=CC=C(CN2CCC(CC2)C(=O)OC)C=C1)F methyl 1-(4-(3-(2,6-dichlorophenyl)-3-fluoroazetidin-1-yl)benzyl)piperidine-4-carboxylate